5-methyl-isoxazole-2-carboxamide CC1=CCN(O1)C(=O)N